4-[4-(4-fluorophenoxy)piperidin-1-yl]-1-methyl-2-oxo-7-(2-oxopyrrolidin-1-yl)-1,2-dihydroquinoline-3-carbonitrile FC1=CC=C(OC2CCN(CC2)C2=C(C(N(C3=CC(=CC=C23)N2C(CCC2)=O)C)=O)C#N)C=C1